BrC=1C=NN2C1N=C(C=C2N(C(OC(C)(C)C)=O)CC2CC2)OC=2C=NC=CC2 tert-butyl (3-bromo-5-(pyridin-3-yloxy)pyrazolo[1,5-a]pyrimidin-7-yl)(cyclopropylmethyl)carbamate